ClC1=CC=C(C=C1)C1=C(CCC(C1)(C)C)CN1CCN(CC1)C1=CC(=C(C(=O)NS(=O)(=O)C2=CC(=C(C=C2)NC[C@@H]2COCCC2)[N+](=O)[O-])C=C1)OC=1C=C2C=CNC2=CC1 4-(4-{[2-(4-chlorophenyl)-4,4-dimethylcyclohex-1-en-1-yl]methyl}piperazin-1-yl)-2-(1H-indol-5-yloxy)-N-[(3-nitro-4-{[(3R)-tetrahydro-2H-pyran-3-ylmethyl]amino}phenyl)sulfonyl]benzamide